N-[2,4-dimethyl-5-(1-oxo-2-azaspiro[4.5]decan-2-yl)phenyl]-1,1,1-trifluoro-N-(trifluoromethylsulfonyl)methanesulfonamide CC1=C(C=C(C(=C1)C)N1C(C2(CC1)CCCCC2)=O)N(S(=O)(=O)C(F)(F)F)S(=O)(=O)C(F)(F)F